1-Methyl-2-(6-trifluoromethoxy-benzothiazol-2-ylamino)-1H-benzoimidazole-5-carboxylic acid ((R)-4-hydroxy-3-methyl-butyl)-amide OC[C@@H](CCNC(=O)C1=CC2=C(N(C(=N2)NC=2SC3=C(N2)C=CC(=C3)OC(F)(F)F)C)C=C1)C